2,2'-methylene-bis-(4-chloro-6-bromophenol) C(C1=C(C(=CC(=C1)Cl)Br)O)C1=C(C(=CC(=C1)Cl)Br)O